2,8,9-trimethyl-7-(3-(5-methylfuran-2-yl)-7,8-dihydro-1,6-naphthyridin-6(5H)-yl)-4H-pyrimido[1,2-b]pyridazin-4-one CC=1N=C2N(N=C(C(=C2C)C)N2CC=3C=C(C=NC3CC2)C=2OC(=CC2)C)C(C1)=O